N-((1,2,3,5,6,7-hexahydro-s-indacen-4-yl)carbamoyl)-2-(1-(thiophene-3-carbonyl)pyrrolidin-2-yl)vinylsulfonamide C1CCC2=C(C=3CCCC3C=C12)NC(=O)NS(=O)(=O)C=CC1N(CCC1)C(=O)C1=CSC=C1